CN1N=CC(=C1C=1C=C(C=CC1)C=1OC2=C(N1)C=C(C=C2C(F)(F)F)CN[C@H]2[C@@H](CCC2)O)C2=NN=CN2C (1R,2R)-2-(((2-(3-(1-Methyl-4-(4-methyl-4H-1,2,4-triazol-3-yl)-1H-pyrazol-5-yl)phenyl)-7-(trifluoromethyl)benzo[d]oxazol-5-yl)methyl)amino)cyclopentan-1-ol